S1C(=CC=C1)[Cu]C#N.[Li] lithium 2-thienyl-copper cyanide